cobalt-boron imidazole N1C=NC=C1.[B].[Co]